((R)-1-((S)-2-((S)-2-((S)-2-aminopropanamido)-5-guanidinopentanamido)-3-phenylpropanamido)-3-methylbutyl)boronic acid N[C@H](C(=O)N[C@H](C(=O)N[C@H](C(=O)N[C@@H](CC(C)C)B(O)O)CC1=CC=CC=C1)CCCNC(=N)N)C